2-(9-(4-hydroxybutyl)-3,9-diazaspiro[5.5]undecan-3-yl)propane-1,3-diyl bis(2-cyclobutyldecanoate) C1(CCC1)C(C(=O)OCC(COC(C(CCCCCCCC)C1CCC1)=O)N1CCC2(CC1)CCN(CC2)CCCCO)CCCCCCCC